5-oct-6-enyloxy-hexane-2-one C(CCCCC=CC)OC(CCC(C)=O)C